1H-benzo[d]imidazole-5-boronic acid pinacol ester N1C=NC2=C1C=CC(=C2)B2OC(C)(C)C(C)(C)O2